BrC=1C(=C(C(=O)NC)C(=CC1)Cl)C 3-bromo-6-chloro-N,2-dimethyl-benzamide